3-phenyl-6-oxabicyclo[3.1.0]hexane C1(=CC=CC=C1)C1CC2OC2C1